hexadecylacrylic acid C(CCCCCCCCCCCCCCC)C(C(=O)O)=C